O=C1NC(CCC1N1C(C2=CC=CC(=C2C1)OCCCCCCCCN1CCN(CC1)C1=CC=C(N=N1)C(=O)N1CCC(CC1)CCCCNC(\C=C\C=1C=NC=CC1)=O)=O)=O (E)-N-(4-(1-(6-(4-(8-((2-(2,6-dioxopiperidin-3-yl)-1-oxoisoindoline-4-yl)oxy)octyl)piperazin-1-yl)pyridazin-3-carbonyl)piperidin-4-yl)butyl)-3-(pyridin-3-yl)acrylamide